OCCC(N)(CCO)CCO tris-hydroxyethyl-aminomethane